1-(6-bromopyridin-2-yl)pyrrolidin-3-ol bis(2-hydroxy-3-(methacryloyloxy)propyl)succinate OC(CC(C(C(=O)O)CC(COC(C(=C)C)=O)O)C(=O)O)COC(C(=C)C)=O.BrC1=CC=CC(=N1)N1CC(CC1)O